Cl.Cl.N[C@@H]1CN(C[C@@H](C1)C)C1=C(C=NC=C1)NC(=O)C=1C(=C(C(=CC1)F)C1=C(C=C(C=C1F)O[C@@H]1COCCC1)F)F N-(4-((3S,5R)-3-amino-5-methylpiperidin-1-yl)pyridin-3-yl)-2,2',6,6'-tetrafluoro-4'-(((S)-tetrahydro-2H-pyran-3-yl)oxy)-[1,1'-biphenyl]-3-carboxamide dihydrochloride